NC=1C=2N(C3=CC(=CC=C3N1)C(=O)N(C1COC1)CC1=C(C=C(C=C1)C(F)(F)F)F)C=NC2 4-amino-N-[[2-fluoro-4-(trifluoromethyl)phenyl]methyl]-N-(oxetan-3-yl)imidazo[1,5-a]quinoxaline-8-carboxamide